3-(5-Chloropyridin-2-yl)-2,5-dihydro-1H-pyrrole-1-carboxylic acid tert-butyl ester C(C)(C)(C)OC(=O)N1CC(=CC1)C1=NC=C(C=C1)Cl